N-dodecyl-N,N-dimethyl-hydroxyethyl-ammonium bromide [Br-].C(CCCCCCCCCCC)[N+](C)(C)CCO